(S)-4-(4-acryloyl-2-methylpiperazin-1-yl)-6-cyclopropyl-1-(2-isopropyl-4-methylpyridine-3-yl)-7-(8-methylnaphthalen-1-yl)pyrido[2,3-d]pyrimidin-2(1H)-one C(C=C)(=O)N1C[C@@H](N(CC1)C=1C2=C(N(C(N1)=O)C=1C(=NC=CC1C)C(C)C)N=C(C(=C2)C2CC2)C2=CC=CC1=CC=CC(=C21)C)C